OCCOC1=CC2=C(N=C(O2)NC2=NC3=C(N2C)C=CC(=C3)C(=O)O)C=C1 2-((6-(2-hydroxyethoxy)benzo[d]oxazol-2-yl)amino)-1-methyl-1H-benzo[d]imidazole-5-carboxylic acid